C1(=CC=CC=C1)CC(=O)CO (R)-phenylacetyl-methanol